1-[2-(4-morpholin-4-yl-anilino)-pyrimidin-4-yl]-1H-indole-3-carboxamide N1(CCOCC1)C1=CC=C(NC2=NC=CC(=N2)N2C=C(C3=CC=CC=C23)C(=O)N)C=C1